4-[4-(hydroxymethyl)piperidin-1-yl]-N-[(1r,3r)-3-(3-chloro-4-cyanophenoxy)-2,2,4,4-tetramethylcyclobutyl]benzamide OCC1CCN(CC1)C1=CC=C(C(=O)NC2C(C(C2(C)C)OC2=CC(=C(C=C2)C#N)Cl)(C)C)C=C1